CC(CCC)NC(=O)C1=CC=CC=2N1N=CC2 N-(pentan-2-yl)pyrazolo[1,5-a]pyridine-7-carboxamide